S1C=NC2=C1C=CC(=C2)[C@@H]2N(C[C@H](CC2)C)C(=O)OC(C)(C)C (2R,5S)-tert-butyl 2-(Benzo[d]thiazol-5-yl)-5-methylpiperidine-1-carboxylate